tert-Butyl (1-(2-(benzyloxy)-5-fluorophenyl)cyclopropyl)carbamate C(C1=CC=CC=C1)OC1=C(C=C(C=C1)F)C1(CC1)NC(OC(C)(C)C)=O